O1N=C(C=C1)CC(=O)O 3-ISOXAZOLEACETIC ACID